7-[7-fluoro-3-(methoxymethoxy)-8-[2-(triisopropylsilyl)ethynyl]naphthalen-1-yl]-2-methanesulfinyl-N,N-dimethylpyrido[4,3-d]pyrimidin-5-amine FC1=CC=C2C=C(C=C(C2=C1C#C[Si](C(C)C)(C(C)C)C(C)C)C1=CC=2N=C(N=CC2C(=N1)N(C)C)S(=O)C)OCOC